NC1=NC(=C(C=2N1N=C(N2)NC2=NC=CC=C2)C2=NC=NC=C2)C2=C(C#N)C=CC=C2 (5-amino-2-(pyridin-2-ylamino)-8-(pyrimidin-4-yl)-[1,2,4]triazolo[1,5-c]pyrimidin-7-yl)benzonitrile